C(C)OC(=O)C=1C2=C(N=C(C1)Cl)N(N=C2C(F)(F)F)C2COC2 C6-chloro-1-(oxetan-3-yl)-3-(trifluoromethyl)-1H-pyrazolo[3,4-b]pyridine-4-carboxylic acid ethyl ester